N-[5-isopropyl-4-(2-isopropylphenyl)-6-[4-(4-methylpiperazin-1-yl)phenoxy]pyrimidin-2-yl]-1-methyl-pyrazole-4-sulfonamide C(C)(C)C=1C(=NC(=NC1OC1=CC=C(C=C1)N1CCN(CC1)C)NS(=O)(=O)C=1C=NN(C1)C)C1=C(C=CC=C1)C(C)C